N-(3-fluoro-2-methyl-6-nitroquinolin-5-yl)-N-(methylsulfonyl)methanesulfonamide FC=1C(=NC2=CC=C(C(=C2C1)N(S(=O)(=O)C)S(=O)(=O)C)[N+](=O)[O-])C